CC1(CCC2(OCCO2)CC1)NC(OCC1=CC=CC=C1)=O benzyl (8-methyl-1,4-dioxaspiro[4.5]-decan-8-yl)carbamate